ClC1=CC=C(C=C1)C1=NN(C[C@@H]1C1=CC=CC=C1)C1=NN(C(N1C)=O)CC1=CC=C(C=C1)CN1CCOCC1 3-[(4S)-3-(4-chlorophenyl)-4-phenyl-4,5-dihydro-1H-pyrazol-1-yl]-4-methyl-1-([4-[(morpholin-4-yl)methyl]phenyl]methyl)-4,5-dihydro-1H-1,2,4-triazol-5-one